6-methyluracil dihydrobromide Br.Br.CC1=CC(NC(N1)=O)=O